N-[(3R,4S)-6-Acetyl-3-hydroxy-2,2-dimethyl-3,4-dihydro-2H-chromen-4-yl]-4-fluorobenzamide C(C)(=O)C=1C=C2[C@@H]([C@H](C(OC2=CC1)(C)C)O)NC(C1=CC=C(C=C1)F)=O